5-(2,6-difluoro-4-(2-methyl-2H-indazol-4-yl)benzyl)-N-((3R,4S)-3-hydroxytetrahydro-2H-pyran-4-yl)-4-oxo-4,5-dihydrofuro[3,2-c]pyridine-7-carboxamide FC1=C(CN2C(C3=C(C(=C2)C(=O)N[C@@H]2[C@H](COCC2)O)OC=C3)=O)C(=CC(=C1)C=1C3=CN(N=C3C=CC1)C)F